ClC1=C(N)C=CC=C1I 2-chloro-3-iodoaniline